FC1=C(C(=O)N[C@@H]2CN(C[C@@H]2F)C(=O)C2CCOCC2)C=CC=C1 2-fluoro-N-[(3R,4S)-4-fluoro-1-(oxane-4-carbonyl)pyrrolidin-3-yl]benzamide